FC1=C2C(NC(=NC2=CC=C1F)CCC(=O)O)=O 3-(5,6-difluoro-4-oxo-3H-quinazolin-2-yl)propionic acid